C(C)(=O)NC1=CC=C(CN2CCC(CC2)CNC(=O)C2=NOC(=C2)C2=C(C=C(C=C2)F)F)C=C1 N-((1-(4-acetamidobenzyl)piperidin-4-yl)methyl)-5-(2,4-difluorophenyl)isoxazole-3-carboxamide